benzyl (2s,5r)-5-((5-(2,2-difluorocyclopropyl)-7H-pyrrolo[2,3-d]pyrimidin-4-yl) amino)-2-methylpiperidine-1-carboxylate FC1(C(C1)C1=CNC=2N=CN=C(C21)N[C@@H]2CC[C@@H](N(C2)C(=O)OCC2=CC=CC=C2)C)F